N4-(4-(2-amino-5-methylpyrimidin-4-yl)phenyl)-N2-isopropyl-5-methylpyrimidine-2,4-diamine NC1=NC=C(C(=N1)C1=CC=C(C=C1)NC1=NC(=NC=C1C)NC(C)C)C